FC(C(C(F)(F)F)(C(F)(F)F)OCF)(F)F 1,1,1,3,3,3-hexafluoro-2-(fluoromethoxy)-2-(trifluoromethyl)propane